[Br-].COC1=CC=C(C[PH3+])C=C1 (4-(methoxy)benzyl)phosphonium bromide